potassium 1,1'-biphenyl-4,4'-dicarboxylic acid potassium salt [K+].C1(=CC=C(C=C1)C(=O)[O-])C1=CC=C(C=C1)C(=O)[O-].[K+]